promethium monosilicate [Si]([O-])([O-])([O-])O.[Pm+3]